3-(4-Cyano-3-(trifluoromethyl)phenyl)-N-(piperidin-4-yl)-2-(trifluoromethyl)oxazolidin-5-carboxamid C(#N)C1=C(C=C(C=C1)N1C(OC(C1)C(=O)NC1CCNCC1)C(F)(F)F)C(F)(F)F